OC[C@H](C1=CC=CC=C1)NC1=NC(=NC=C1C1=CC(=NO1)C)NC=1C=C2C(NC(C2=CC1)=O)(C)C (S)-5-((4-((2-hydroxy-1-phenylethyl)amino)-5-(3-methylisoxazol-5-yl)pyrimidin-2-yl)amino)-3,3-dimethylisoindol-1-one